6-methoxy-5-propyl-[1,1'-biphenyl]-3-amine COC1=C(C=C(C=C1C1=CC=CC=C1)N)CCC